(6-chloropyrido[2,3-b]pyrazin-2-yl)-3-fluoro-5,7-dihydrospiro[cyclopenta[b]pyridine-6,4'-piperidin]-5-amine ClC=1C=CC=2C(=NC=C(N2)N2CCC3(CC2)C(C=2C(=NC=C(C2)F)C3)N)N1